CN1N=CC(=C1)C=1C(=NC(=NC1)NC1=CC=C(C=C1)N1CCN(CC1)C)N1OCCC1C1=CC=CC=C1 5-(1-methyl-1H-pyrazol-4-yl)-N-(4-(4-methylpiperazin-1-yl)phenyl)-4-(3-phenylisoxazoliDin-2-yl)pyrimidin-2-amine